4-(N-methyl-N-(3-(N-propyl-L-alanylamino)-4-methoxyphenyl)-amino)coumarin CN(C1=CC(=C(C=C1)OC)NC([C@@H](NCCC)C)=O)C1=CC(OC2=CC=CC=C12)=O